3-(5-chloropyrimidin-4-yl)indolin-2-one potassium [K].ClC=1C(=NC=NC1)C1C(NC2=CC=CC=C12)=O